1-(3,5-bis(trifluoromethyl)phenyl)-3-cyclohexylurea FC(C=1C=C(C=C(C1)C(F)(F)F)NC(=O)NC1CCCCC1)(F)F